3-chloro-2-(((2R,4S)-4-(pyridin-3-yl)pyrrolidin-2-yl)methoxy)pyridine ClC=1C(=NC=CC1)OC[C@@H]1NC[C@@H](C1)C=1C=NC=CC1